BrC1=C2C=C(NC2=C(C=C1C(F)(F)F)F)S(=O)(=O)C1(CCC1)C 4-bromo-7-fluoro-2-((1-methylcyclobutyl)sulfonyl)-5-(trifluoromethyl)-1H-indole